ClC=1C=C(C=NC1N1N=CC=N1)NC(=O)NC1=C(C=2N(N=C1)C=C(N2)C)[C@H](C)OC (S)-N-(5-chloro-6-(2H-1,2,3-triazol-2-yl)pyridin-3-yl)-N'-(8-(1-methoxyethyl)-2-methylimidazo[1,2-b]pyridazin-7-yl)urea